3-[bis[(4-cyanophenyl)methyl]amino]-propane-hydroxamic acid C(#N)C1=CC=C(C=C1)CN(CCC(=O)NO)CC1=CC=C(C=C1)C#N